N-(1-Cyanocyclopropyl)-9-(5-(difluoromethyl)-1,3,4-thiadiazol-2-yl)-4-((3aR,6aS)-tetrahydro-1H-furo[3,4-c]pyrrol-5(3H)-yl)-9H-pyrimido[4,5-b]indole-7-sulfonamide C(#N)C1(CC1)NS(=O)(=O)C1=CC=C2C3=C(N(C2=C1)C=1SC(=NN1)C(F)F)N=CN=C3N3C[C@@H]1[C@H](C3)COC1